(1-((4-methoxy-6-(trifluoromethyl)pyridin-3-yl)methyl)-1H-pyrazol-4-yl)methylamine hydrochloride Cl.COC1=C(C=NC(=C1)C(F)(F)F)CN1N=CC(=C1)CN